CC1(C=2C=CC(=CC2C(CC1)(C)C)C#CC1=CC=C(C(=O)O)C=C1)C 4-(5,5,8,8-Tetramethyl-5,6,7,8-tetrahydronaphthalen-2-ylethynyl)benzoic acid